tert-Butyl 4-(4-(Hydroxy(2-oxo-1,2-dihydropyrrolo[2,3,4-de]isoquinolin-6-yl)methyl)-1H-pyrazol-1-yl)piperidine-1-carboxylate OC(C=1C=NN(C1)C1CCN(CC1)C(=O)OC(C)(C)C)C1=NC=C2C=3C(=CC=CC13)C(N2)=O